FC(C1=C(C=CC(=C1)C(C(F)(F)F)(C(F)(F)F)F)NC(C1=C(C(=CC=C1)[N+](=O)[O-])F)=O)(F)F N-[2-trifluoromethyl-4-(1,1,1,2,3,3,3-heptafluoropropan-2-yl)phenyl]-2-fluoro-3-nitrobenzamide